4-pregnene CC[C@H]1CC[C@H]2[C@@H]3CCC4=CCCC[C@]4(C)[C@H]3CC[C@]12C